4''-((3,5-difluoropyridine-2-yl)methoxy)-3-(2-hydroxypropane-2-yl)-5',6''-dimethyl-2H,2''H-[1,2':4',1''-terpyridine] FC=1C(=NC=C(C1)F)COC1=CCN(C(=C1)C)C1=CC(=NC=C1C)N1CC(=CC=C1)C(C)(C)O